FC=1C=CC(=C(OCCOCCNC(OC2CN(CC2)C(C=C)=O)=O)C1)C=1N=NC(=C2C1SC=C2)C=2C=C1CCNCC1=CC2 1-acryloylpyrrolidin-3-yl (2-(2-(5-fluoro-2-(4-(1,2,3,4-tetrahydroisoquinolin-6-yl)thieno[2,3-d]pyridazin-7-yl)phenoxy)ethoxy)ethyl)carbamate